O(C1=CC=CC=C1)C1=CC=C(CN)C=C1 4-phenoxybenzylamine